alanine-amide N[C@@H](C)C(=O)N